C(C)(C)(CC)OOC1(CCCCC1)OOC(C)(C)CC 1,1-bis(t-pentylperoxy)cyclohexane